BrC1=C(C=C(C[N+]2=NOC(=C2)[N-]C(NC2=CC(=CC=C2)C(F)(F)F)=O)C=C1)C (3-(4-bromo-3-methylbenzyl)-1,2,3-oxadiazol-3-ium-5-yl)((3-(trifluoromethyl)phenyl)carbamoyl)amide